CN(CCN(C=1C(=CC(=C(C1)OCC)NC1=NC=CC(=N1)N1CC(C2=NC(=C(C=C21)C)C)(C)C)N)C)C N1-[2-(dimethylamino)ethyl]-5-ethoxy-N1-methyl-N4-(4-(3,3,5,6-tetramethyl-2,3-dihydro-1H-pyrrolo[3,2-b]pyridin-1-yl)pyrimidin-2-yl)benzene-1,2,4-triamine